3-benzyl-2-oxooxazoline-5-carboxylic acid C(C1=CC=CC=C1)N1C(OC(=C1)C(=O)O)=O